C(=O)[C@@H]1N(C[C@@H](C1)OC)C(=O)OC(C)(C)C tert-butyl (2R,4R)-2-formyl-4-methoxypyrrolidine-1-carboxylate